FC=1C=CC(=C(C1)[C@@H](N1CC2=CC=C(C=C2C1=O)C=1CCN(CC1)C(=O)OC(C)(C)C)C=1NC2=CC=CC=C2C1)OC Tert-butyl (R)-4-(2-((5-fluoro-2-methoxyphenyl)(1H-indole-2-yl)methyl)-3-oxoisoindole-5-yl)-3,6-dihydropyridine-1(2H)-carboxylate